1-(3-methyl-4-oxiranylmethoxyphenyl)-4-(oxiranylmethoxyphenyl)-1-cyclohexene CC=1C=C(C=CC1OCC1OC1)C1=CCC(CC1)C1=C(C=CC=C1)OCC1OC1